ethyl (5-(6,7-dimethoxy-3-oxo-1,3-dihydronaphtho[2,3-c]furan-4-yl)pyrimidin-2-yl)-L-prolinate COC1=CC2=C(C3=C(COC3=O)C=C2C=C1OC)C=1C=NC(=NC1)N1[C@@H](CCC1)C(=O)OCC